C(CCCCCCCC)N(CCN(CC(=O)N1CCC(CC1)CCN(CCCOC(CCCCC)=O)CCCCCCCCC)CCCCCCCCC)CCCCCCCCC.C(CCC)OC(OCCCC)(OCCCC)[SiH2]C1=CC(=CC=C1)C(=C)C tributoxymethyl-(3-isopropenylphenyl)silane 3-((2-(1-(N-(2-(Dinonylamino)ethyl)-N-nonylglycyl)piperidin-4-yl)ethyl)(nonyl)amino)propylhexanoate